C(=CC)N1CCC(CC1)N1[C@@H](C(N(C=2C=NC(=NC12)NC1=CC(=C(C(=O)NC2CCN(CC2)C)C=C1OC)OC)C)=O)CC (R)-4-((8-(1-propenylpiperidin-4-yl)-7-ethyl-5-methyl-6-oxo-5,6,7,8-tetrahydropteridin-2-yl)amino)-2,5-dimethoxy-N-(1-methylpiperidin-4-yl)benzamide